tert-butyl 3-(4-(((R)-1-(3-(difluoromethyl)-2-fluorophenyl) ethyl)amino) quinolin-6-yl)-3-methoxypyrrolidine-1-carboxylate FC(C=1C(=C(C=CC1)[C@@H](C)NC1=CC=NC2=CC=C(C=C12)C1(CN(CC1)C(=O)OC(C)(C)C)OC)F)F